COCCOC1CCC(CC1)NC(=O)C1=NC(=CC2=C1NC=N2)C2=CN=CS2 N-((1r,4r)-4-(2-methoxyethoxy)cyclohexyl)-6-(thiazol-5-yl)-3H-imidazo[4,5-c]pyridine-4-carboxamide